1-N-[4-[(6-cyano-7-methoxy-1,5-naphthyridin-4-yl)oxy]phenyl]-1-N'-(4-fluorophenyl)cyclopropane-1,1-dicarboxamide C(#N)C=1N=C2C(=CC=NC2=CC1OC)OC1=CC=C(C=C1)NC(=O)C1(CC1)C(=O)NC1=CC=C(C=C1)F